C(C)OC(CC(\C=C\[N+](=O)[O-])C1=CC(=C(C=C1)OC1=CC(=CC(=C1)C(F)(F)F)C(F)(F)F)OC)=O (E)-3-{4-[3,5-bis(trifluoromethyl)phenoxy]-3-methoxyphenyl}-5-nitropent-4-enoic acid ethyl ester